N-(3-(benzo[d][1,3]dioxol-5-yl)-1H-pyrazol-5-yl)-4-(4-methylpiperazin-1-yl)benzamide O1COC2=C1C=CC(=C2)C2=NNC(=C2)NC(C2=CC=C(C=C2)N2CCN(CC2)C)=O